phenyl-pseudouridine C1(=CC=CC=C1)[C@@]1([C@H](O)[C@H](O)[C@@H](CO)O1)C1=CNC(=O)NC1=O